5,10,15,20-tetrakis(2-chlorophenyl)porphyrin cobalt (II) [Co+2].ClC1=C(C=CC=C1)C=1C2=CC=C(N2)C(=C2C=CC(C(=C3C=CC(=C(C=4C=CC1N4)C4=C(C=CC=C4)Cl)N3)C3=C(C=CC=C3)Cl)=N2)C2=C(C=CC=C2)Cl